NC1=CC=C(C=N1)N1CCN(CC1)C12CC(C1)(C2)CO [3-[4-(6-amino-3-pyridyl)piperazin-1-yl]-1-bicyclo[1.1.1]pentanyl]methanol